FC1=C(C=CC=C1)N1C=C(C=CC1=O)C(=O)N[C@H](C)C=1C=C(C=CC1)C1=C(C=CC=C1)CNC 1-(2-Fluorophenyl)-N-[(1R)-1-{2'-[(methylamino)methyl]-[1,1'-biphenyl]-3-yl}ethyl]-6-oxo-1,6-dihydropyridine-3-carboxamide